COC(=O)C1NC=2N(C1)N=CC2 2,3-dihydro-pyrazolo[1,5-a]imidazole-2-carboxylic acid methyl ester